tert-butyl (S)-2-(6-(3-((4-methylpyridin-3-yl)ethynyl)-1H-pyrrolo[2,3-b]pyridin-5-yl)isochroman-8-yl)pyrrolidine-1-carboxylate CC1=C(C=NC=C1)C#CC1=CNC2=NC=C(C=C21)C=2C=C1CCOCC1=C(C2)[C@H]2N(CCC2)C(=O)OC(C)(C)C